6-(2,4-difluoro-3-methyl-phenyl)-1-[2-(3-fluoroazetidin-1-yl)-2-oxo-ethyl]-3-(fluoromethyl)imidazo[4,5-b]pyridin-2-one FC1=C(C=CC(=C1C)F)C=1C=C2C(=NC1)N(C(N2CC(=O)N2CC(C2)F)=O)CF